BrC1=C(C(=CC(=C1)F)C(CC1CC1)=O)C1OCCC(C1)C(=O)N (2-bromo-6-(2-cyclopropylacetyl)-4-fluorophenyl)tetrahydro-2H-pyran-4-carboxamide